C(C=C)OC1(CC=C(C=C1)C1=CC=CC=C1)C1=CC=CC=C1 4-allyloxy-4-phenylbiphenyl